2,4,6-tris-dimethylamino-phenol CN(C1=C(C(=CC(=C1)N(C)C)N(C)C)O)C